O=C1NC2=NC=CC=C2C=C1C(=O)OCC ethyl 2-oxo-1H-1,8-naphthyridine-3-carboxylate